(E)-3-(3-Fluoro-4-phenylmethoxyphenyl)-1-[2-hydroxy-4,6-bis(phenylmethoxy)phenyl]prop-2-en-1-one FC=1C=C(C=CC1OCC1=CC=CC=C1)/C=C/C(=O)C1=C(C=C(C=C1OCC1=CC=CC=C1)OCC1=CC=CC=C1)O